N1C=CC=2C1=NC=CC2C2=NC=CC(=N2)NC2(CCCC2)C#N 1-((2-(1H-pyrrolo[2,3-b]pyridin-4-yl)pyrimidin-4-yl)amino)cyclopentanecarbonitrile